3-(3-(2,4-Difluorophenyl)-4-oxo-3,4-dihydrophthalazin-1-yl)-N,N-dimethylbenzeneSulfonamide FC1=C(C=CC(=C1)F)N1N=C(C2=CC=CC=C2C1=O)C=1C=C(C=CC1)S(=O)(=O)N(C)C